FC=1C=C(C=NC1)C1CC=NN1C(=O)C12CC(C1)(C2)CN2N=CC(=C2)C#N 1-((3-(5-(5-fluoropyridin-3-yl)-4,5-dihydro-1H-pyrazole-1-carbonyl)bicyclo[1.1.1]-pentan-1-yl)methyl)-1H-pyrazole-4-carbonitrile